7-chloro-1-(4-methoxybenzyl)-1H-indole-2-carbaldehyde ClC=1C=CC=C2C=C(N(C12)CC1=CC=C(C=C1)OC)C=O